BrC1=CC(=C(C=C1)SC)F (4-bromo-2-fluorophenyl)(methyl)sulfane